thiodiethyl bis[3-(3,5-di-t-butyl-4-hydroxyphenyl) propionate] C(C)(C)(C)C=1C=C(C=C(C1O)C(C)(C)C)CCC(=O)OCCSCCOC(CCC1=CC(=C(C(=C1)C(C)(C)C)O)C(C)(C)C)=O